NC1=NC(=C2C(=N1)N(N=C2)CC2=C(C=C(C=C2)N)F)C=2C=NC=C(C#N)C2 5-(6-amino-1-(4-amino-2-fluorobenzyl)-1H-pyrazolo[3,4-d]pyrimidin-4-yl)nicotinonitrile